4-(6-(4-formylpiperazin-1-yl)pyridin-3-yl)-6-(1-methyl-1H-pyrazol-4-yl)pyrazolo[1,5-a]pyridine-3-carbonitrile C(=O)N1CCN(CC1)C1=CC=C(C=N1)C=1C=2N(C=C(C1)C=1C=NN(C1)C)N=CC2C#N